F[C@H]1CN(CC[C@@H]1OCC1CC(C1)C1=CC=CC=2N(C(N(C21)C)=O)COCC[Si](C)(C)C)C(=O)OC(C)(C)C tert-butyl (3S,4S)-3-fluoro-4-[[3-[3-methyl-2-oxo-1-(2-trimethylsilylethoxymethyl) benzimidazol-4-yl]cyclobutyl]methoxy]piperidine-1-carboxylate